3-(5-(1H-1,2,4-triazol-5-yl)pyridin-3-yl)-4-hydroxyphenyl benzylcarbamate C(C1=CC=CC=C1)NC(OC1=CC(=C(C=C1)O)C=1C=NC=C(C1)C1=NC=NN1)=O